acetic acid methyl ester hydrogen chloride Cl.COC(C)=O